(S)-((1-(3-chloro-5-isopropylisoquinolin-8-yl)azetidin-2-yl)methyl)carbamic acid tert-butyl ester C(C)(C)(C)OC(NC[C@H]1N(CC1)C=1C=CC(=C2C=C(N=CC12)Cl)C(C)C)=O